ClC=1N=C(C2=C(N1)NCCC2)OC 2-chloro-4-methoxy-5,6,7,8-tetrahydropyrido[2,3-d]pyrimidine